C(C)(CC)C1=NC2=CC=CC=C2C=C1 (sec-Butyl)chinolin